(R)-N-((R)-1-(2-chloro-6-methyl-3-(1-methylcyclopropyl)-4-oxo-3,4-dihydroquinazolin-8-yl)ethyl)-2-methylpropane-2-sulfinamide ClC1=NC2=C(C=C(C=C2C(N1C1(CC1)C)=O)C)[C@@H](C)N[S@](=O)C(C)(C)C